3-((phenylsulfonyl)methyl)piperidine dimethyl-(2Z)-2-phenyl-2-butenedioate COC(\C(=C/C(=O)OC)\C1=CC=CC=C1)=O.C1(=CC=CC=C1)S(=O)(=O)CC1CNCCC1